N,N-diethyl-3-methyl-4,5-dioxo-4,5-dihydronaphtho[1,2-b]furan-2-carboxamide C(C)N(C(=O)C1=C(C2=C(O1)C1=CC=CC=C1C(C2=O)=O)C)CC